FC(C1=NC(=NO1)C1=CC=C(C=C1)CN1C=NC(=C1C(=O)OC)C(=O)OC)(F)F dimethyl 1-[[4-[5-(trifluoromethyl)-1,2,4-oxadiazol-3-yl]phenyl] methyl]imidazole-4,5-dicarboxylate